C(C)(C)(C)OC(=O)N1N=C(C2=CC=C(C=C12)[C@@H]1C[C@@]12C(N(C1=CC=C(C=C21)OC)C(=O)OC(C)(C)C)=O)NC2=NC(=NC(=C2)N2CCOCC2)C(C)C tert-butyl (1R,2S)-2-[1-(tert-butoxycarbonyl)-3-{[2-isopropyl-6-(morpholin-4-yl)pyrimidin-4-yl]amino}indazol-6-yl]-5'-methoxy-2'-oxospiro[cyclopropane-1,3'-indole]-1'-carboxylate